C(=O)O.FC1=CC=2C(=C3N(C2C=C1)CCC3)C(=O)NC3C[C@H]1CCC[C@@H](C3)N1C 7-fluoro-N-((1R,3R,5S)-9-methyl-9-azabicyclo[3.3.1]nonan-3-yl)-2,3-dihydro-1H-pyrrolo[1,2-a]indole-9-carboxamide formate